(S)-4-(2-amino-3-(4-(4-(tetrahydrofuran-3-yl)-2-oxopiperazin-1-yl)phenyl)propionamido)-1H-indole N[C@H](C(=O)NC1=C2C=CNC2=CC=C1)CC1=CC=C(C=C1)N1C(CN(CC1)C1COCC1)=O